2-(7-azaspiro[3.5]nonan-7-yl)-6-(3-fluoro-5-isobutoxy-phenyl)-N-(1H-pyrazol-5-ylsulfonyl)pyridine-3-carboxamide C1CCC12CCN(CC2)C2=NC(=CC=C2C(=O)NS(=O)(=O)C2=CC=NN2)C2=CC(=CC(=C2)OCC(C)C)F